4-((2,3-dihydrobenzo[b][1,4]dioxin-6-yl-2,2,3,3-d4)oxy)piperidin-1-ium 2,2,2-trifluoroacetate FC(C(=O)[O-])(F)F.O1C2=C(OC(C1([2H])[2H])([2H])[2H])C=C(C=C2)OC2CC[NH2+]CC2